3-(4-((2-cyclopropylethyl)(4-((3,3-difluoropropyl)amino)cyclohexyl)amino)-1-oxoisoindolin-2-yl)piperidine-2,6-dione C1(CC1)CCN(C1=C2CN(C(C2=CC=C1)=O)C1C(NC(CC1)=O)=O)C1CCC(CC1)NCCC(F)F